CO[C@@H](CN(CC[C@@H](C(=O)O)NC([C@@H](C)C1=CC=CC=C1)=O)CCCCC1=NC=2NCCCC2C=C1)C (S)-4-(((R)-2-methoxypropyl)(4-(5,6,7,8-tetrahydro-1,8-naphthyridin-2-yl)butyl)amino)-2-((S)-2-phenylpropanamido)butanoic acid